CC1=C(OC2=C(C=C(C=C2C1=O)C)[C@@H](C)NC=1C(=NC=CC1)C1=CC=C(C(=O)O)C=C1)N1CCOCC1 4-[3-[[(1R)-1-(3,6-dimethyl-2-morpholino-4-oxo-chromen-8-yl)ethyl]amino]-2-pyridyl]benzoic acid